P(O)(O)O.P(O)(O)O.P(O)(O)O.C(CCCCCCCCCCCC)C(C(C(C(C1=C(C=C(C(=C1)C(C)(C)C)O)C)(C1=C(C=C(C(=C1)C(C)(C)C)O)C)CCCCCCCCCCCCC)(CCCCCCCCCCCCC)CCCCCCCCCCCCC)(C1=C(C=C(C(=C1)C(C)(C)C)O)C)CCCCCCCCCCCCC)CCCCCCCCCCCCC hexa(tridecyl)-1,1,3-tris(2-methyl-4-hydroxy-5-tert-butyl-phenyl)butane triphosphite